2-((1S,3S)-3-(2-methoxyethyl)-2,2-dimethylcyclopropyl)-3-methylcyclopent-2-en-1-one COCC[C@@H]1C([C@H]1C=1C(CCC1C)=O)(C)C